(6S)-N-(3-cyano-4-fluoro-phenyl)-3-(1,1-dioxo-1,2-thiazolidin-2-yl)-6-methyl-6,7-dihydro-4H-pyrazolo[1,5-a]pyrazine-5-carboxamide C(#N)C=1C=C(C=CC1F)NC(=O)N1CC=2N(C[C@@H]1C)N=CC2N2S(CCC2)(=O)=O